2-(chloromethyl)-6-cyclopropyl-3-ethoxy-5-(4-fluorophenyl)pyridine ClCC1=NC(=C(C=C1OCC)C1=CC=C(C=C1)F)C1CC1